OC1=C(C=C(C=C1)OC)C(CC1=CC=CC=C1)=O 1-(2-hydroxy-5-methoxyphenyl)-2-phenyl-1-ethanone